S(=O)(=O)(C1=CC=C(C)C=C1)OC1CCN(CC1)C(=O)OCCCC butyl 4-(tosyloxy)piperidin-1-carboxylate